N-[4-[[2-[4-[[(3R,3aS)-3-(hydroxymethyl)-1-oxo-3a,4-dihydro-3H-oxazolo[4,3-c][1,4]benzoxazin-7-yl]sulfonyl]piperazin-1-yl]-6-chloro-4-pyridyl]oxy]cyclohexyl]-3-amino-propanamide OC[C@@H]1OC(N2[C@H]1COC1=C2C=CC(=C1)S(=O)(=O)N1CCN(CC1)C1=NC(=CC(=C1)OC1CCC(CC1)NC(CCN)=O)Cl)=O